1-(1-(4-(4-Methoxyphenyl)pyridin-2-yl)piperidin-4-yl)-3-(pyridin-3-yl)thiourea COC1=CC=C(C=C1)C1=CC(=NC=C1)N1CCC(CC1)NC(=S)NC=1C=NC=CC1